ClC1=CC=C2C(=CNC2=C1)S(=O)(=O)NC1=C(C=C(C(=C1)F)OCC1CC1)F 6-chloro-N-[4-(cyclopropylmethoxy)-2,5-difluorophenyl]-1H-indole-3-sulfonamide